3-ethyl-4-(7-fluoro-3-(4-iodo-1H-imidazol-2-yl)-1-(tetrahydro-2H-pyran-2-yl)-1H-indazol-6-yl)phenol C(C)C=1C=C(C=CC1C1=CC=C2C(=NN(C2=C1F)C1OCCCC1)C=1NC=C(N1)I)O